5,15-bis(3,5-dioctyloxyphenyl)-10,20-bis(ethoxyphosphoryl)porphyrin C(CCCCCCC)OC=1C=C(C=C(C1)OCCCCCCCC)C=1C2=CC=C(N2)C(C=2C=CC(=C(C3=CC=C(C(C=4C=CC1N4)=P(=O)OCC)N3)C3=CC(=CC(=C3)OCCCCCCCC)OCCCCCCCC)N2)=P(=O)OCC